2-ethyl-1,5-pentanediol C(C)C(CO)CCCO